CC=1C=CC(=NC1)[C@@H]1[C@H](C1)CO (1S,2S)-2-(5-methylpyridin-2-yl)cyclopropyl-methanol